C1(CC1)[C@@H](C)NC1=NN2C(C=N1)=C(C=C2)C=2C=C1C(=NC2)N=C(N1CC(F)F)C (R)-N-(1-cyclopropylethyl)-5-(1-(2,2-difluoroethyl)-2-methyl-1H-imidazo[4,5-b]pyridin-6-yl)pyrrolo[2,1-f][1,2,4]triazin-2-amine